(E)-(4-formylstyryl)boronic acid C(=O)C1=CC=C(/C=C/B(O)O)C=C1